2-[1-(4-tert-butylbenzyl)-1H-indole-3-carboxamido]Benzoic acid C(C)(C)(C)C1=CC=C(CN2C=C(C3=CC=CC=C23)C(=O)NC2=C(C(=O)O)C=CC=C2)C=C1